bis(5-(decanoyloxy)pentyl) 2-hydroxysuccinate OC(C(=O)OCCCCCOC(CCCCCCCCC)=O)CC(=O)OCCCCCOC(CCCCCCCCC)=O